CC1=NN=C(O1)C(C)O 1-(5-methyl-1,3,4-oxadiazol-2-yl)ethanol